C(C)OC(=O)C=1C(=NC2=CC=CN=C2C1N[C@H](CO)CCC)NCC1=C(C=C(C=C1)OC)OC (S)-2-((2,4-dimethoxybenzyl)amino)-4-((1-hydroxypentan-2-yl)amino)-1,5-naphthyridine-3-carboxylic acid ethyl ester